BrC=1C=C2C(=NC1)C[C@@]1(C(N(C3=NC=CC=C31)COCC[Si](C)(C)C)=O)C2 (S)-3-bromo-1'-((2-(trimethylsilyl)ethoxy)methyl)-5,7-dihydrospiro[cyclopenta[b]pyridine-6,3'-pyrrolo[2,3-b]pyridin]-2'(1'H)-one